ClC1=C2C(=CC=NC2=CC(=C1)Cl)O 5,7-dichloroquinolin-4-ol